C(C)O[Si](OCC)(OCC)CCCN(CCC[Si](OCC)(OCC)OCC)CCC[Si](OCC)(OCC)OCC TRIS(TRIETHOXYSILYLPROPYL)AMINE